1-(3-bromophenyl)-2-(3,5-di-tert-butyl-4-hydroxyphenyl)-2-phenylethan-1-one BrC=1C=C(C=CC1)C(C(C1=CC=CC=C1)C1=CC(=C(C(=C1)C(C)(C)C)O)C(C)(C)C)=O